isononanoic acid ethyl ester C(C)OC(CCCCCC(C)C)=O